(3S,5R)-3,5-Dimethylmorpholine HCl Cl.C[C@@H]1N[C@@H](COC1)C